tert-Butyl (R)-2-benzyl-4-(methylsulfonyl)piperazine-1-carboxylate C(C1=CC=CC=C1)[C@H]1N(CCN(C1)S(=O)(=O)C)C(=O)OC(C)(C)C